[C@@H]12C(=CCC(C1(C)C)C2)C (1R)-α-pinene